alpha-allylalanine C(C=C)[C@](N)(C)C(=O)O